tert-Butyl (2S,5R)-4-(6-(3-(((7-(2-aminopyrimidin-4-yl)-2,3-dihydrofuro[3,2-c]-pyridin-4-yl)amino)methyl)benzamido)pyridin-3-yl)-2,5-dimethylpiperazine-1-carboxylate NC1=NC=CC(=N1)C=1C2=C(C(=NC1)NCC=1C=C(C(=O)NC3=CC=C(C=N3)N3C[C@@H](N(C[C@H]3C)C(=O)OC(C)(C)C)C)C=CC1)CCO2